sodium iron tetraphosphate [O-]P([O-])(=O)OP(=O)([O-])OP(=O)(O)OP(=O)(O)O.[Fe+2].[Na+]